3-((3-Exo)-3-((7-((1-methyl-1H-1,2,4-triazol-3-yl)amino)-1,6-naphthyridin-5-yl)amino)-8-azabicyclo[3.2.1]oct-8-yl)propionitrile CN1N=C(N=C1)NC1=NC(=C2C=CC=NC2=C1)NC1CC2CCC(C1)N2CCC#N